O1N=CC=C2C1=CC=CC2=O benzoxazin-5-one